methyl 7-(difluoro(naphthalen-1-yl)methyl)-5-oxo-8-(3-(trifluoromethyl)phenyl)-1,2,3,5-tetrahydroimidazo[1,2-a]pyridine-3-carboxylate FC(C=1C(=C2N(C(C1)=O)C(CN2)C(=O)OC)C2=CC(=CC=C2)C(F)(F)F)(C2=CC=CC1=CC=CC=C21)F